ClC1=CNC2=NC=C(C=C21)C=2C=C1CCN(CC1=C(C2)[C@H]2NCCOC2)C(=O)N2C(CC(C2)O)(C)C (6-(3-chloro-1H-pyrrolo[2,3-b]pyridin-5-yl)-8-((R)-morpholin-3-yl)-3,4-dihydroisoquinolin-2(1H)-yl)(4-hydroxy-2,2-dimethylpyrrolidin-1-yl)methanone